ClC=1C=CC(=C(C1)C1=CC(N(C=C1OC)C(C(=O)NC1=CC2=CN(N=C2C=C1)C)CC)=O)C=1SC(=NN1)C(F)(F)F 2-[4-{5-chloro-2-[5-(trifluoromethyl)-1,3,4-thiadiazol-2-yl]phenyl}-5-methoxy-2-oxopyridin-1(2H)-yl]-N-(2-methyl-2H-indazol-5-yl)butanamide